BrC=1C(=C(OC2=CC=C(C=C2)C(CCC=O)C(F)(F)F)C=CC1)C 4-(4-(3-Bromo-2-methylphenoxy)phenyl)-5,5,5-trifluoropentanal